Cl.ClC1=C(C=CC(=C1)Cl)C=1CCCC2=C(C1C1=CC=C(C=C1)C1CC13CN(C3)CCCF)C=CC(=C2)C(=O)O 8-(2,4-dichlorophenyl)-9-(4-(5-(3-fluoropropyl)-5-azaspiro[2.3]hexan-1-yl)phenyl)-6,7-dihydro-5H-benzo[7]annulene-3-carboxylic Acid, Hydrochloride